2-[6-((1R,5S)-8-azabicyclo[3.2.1]oct-3-yloxy)pyridazin-3-yl]-5-(1H-pyrazol-4-yl)phenol hydrochloride Cl.[C@H]12CC(C[C@H](CC1)N2)OC2=CC=C(N=N2)C2=C(C=C(C=C2)C=2C=NNC2)O